2-(2-amino-6-((3-fluorocyclobutyl)amino)-9H-purin-9-yl)-N-(1-ethyl-3-methyl-1H-pyrazol-5-yl)acetamide NC1=NC(=C2N=CN(C2=N1)CC(=O)NC1=CC(=NN1CC)C)NC1CC(C1)F